N-[2-(2,4-dichlorophenyl)cyclobutyl]-2-[(2,6-difluoro-4-pyridyl)amino]-5-methyl-thiazole-4-carboxamide ClC1=C(C=CC(=C1)Cl)C1C(CC1)NC(=O)C=1N=C(SC1C)NC1=CC(=NC(=C1)F)F